1-(6-(1,4-Dimethyl-1H-pyrazol-5-yl)-4-((2R,3S)-2-methyl-3-((methylsulfonyl)methyl)azetidin-1-yl)pyridin-2-yl)-6-(4-methoxypyridin-3-yl)-4-methyl-1H-pyrazolo[4,3-c]pyridine CN1N=CC(=C1C1=CC(=CC(=N1)N1N=CC=2C(=NC(=CC21)C=2C=NC=CC2OC)C)N2[C@@H]([C@H](C2)CS(=O)(=O)C)C)C